(2R,3S)-3-((5-fluoro-2-(2-methoxy-7-methylquinoxalin-5-yl)benzo[d]thiazol-6-yl)oxy)butan-2-yl (6-(2-hydroxyethoxy)pyridin-3-yl)carbamate OCCOC1=CC=C(C=N1)NC(O[C@H](C)[C@H](C)OC1=CC2=C(N=C(S2)C2=C3N=CC(=NC3=CC(=C2)C)OC)C=C1F)=O